4-(4-Fluorophenyl)-2-methoxy-6-(3-methoxypyridin-2-yl)pyridin-3-carbonitrile FC1=CC=C(C=C1)C1=C(C(=NC(=C1)C1=NC=CC=C1OC)OC)C#N